C1(CC1)S(=O)(=O)N1N=CC(=C1)C1=NC=CC(=N1)NC1=NC=C(C(=C1)NC1CCC(CC1)(C)F)C1=NN(C=C1)C(F)F N2-(2-(1-(Cyclopropylsulfonyl)-1H-pyrazol-4-yl)pyrimidin-4-yl)-5-(1-(difluoromethyl)-1H-pyrazol-3-yl)-N4-((1s,4s)-4-fluoro-4-methylcyclohexyl)pyridine-2,4-diamine